6-[(3R)-3-(methylamino)pyrrolidin-1-yl]-1,8-naphthyridin-2-ylindazol-6-ol CN[C@H]1CN(CC1)C=1C=C2C=CC(=NC2=NC1)C1=NNC2=CC(=CC=C12)O